C(C)C=1SC=C2C1CCC(C2)N(C(OC(C)(C)C)=O)C tert-butyl (1-ethyl-4,5,6,7-tetrahydrobenzo[c]thiophen-5-yl)(methyl)carbamate